BrC1=CC=C2CCC[C@@]3(CC=4N=C(N=C(C4CO3)Cl)SC)C2=C1 (R)-7-Bromo-4'-chloro-2'-(methylthio)-3,4,5',8'-tetrahydro-2H-spiro[naphthalene-1,7'-pyrano[4,3-d]pyrimidine]